C(C)OC(=O)C=1[C@@H](N=C(NC1CBr)C=1SC=CN1)C1=C(C=C(C=C1)F)Cl (R)-6-(bromomethyl)-4-(2-chloro-4-fluorophenyl)-2-(thiazol-2-yl)-1,4-dihydropyrimidine-5-carboxylic acid ethyl ester